1-[bis(dimethylamino)methylene]-5-chloro-1H-benzotriazolium-3-oxide Hexafluorophosphate F[P-](F)(F)(F)(F)F.CN(C)C(=[N+]1N=[N+](C2=C1C=CC(=C2)Cl)[O-])N(C)C